C(C)(=O)O.C(C)(=O)O.FC1=CC=C(C=C1)[C@@]1(CCOC2(CCCC2)C1)CCNCC1=C(C=CC=C1)C1=CC=NC=C1 (R)-2-(9-(4-fluorophenyl)-6-oxaspiro[4.5]decan-9-yl)-N-(2-(pyridin-4-yl)benzyl)ethanamine diacetate